[N+](=[N-])=CC(CCC(C(=O)OC(C)C)NC([C@H](C)OC)=O)=O isopropyl 6-diazo-2-((S)-2-methoxypropanamido)-5-oxohexanoate